2-(2-chlorobenzofuran-3-yl)-4,4,5,5-tetramethyl-1,3,2-dioxaborolan ClC=1OC2=C(C1B1OC(C(O1)(C)C)(C)C)C=CC=C2